ClC1=CC(=C(OC2=CC=C(C=C2)[C@@H]2CCCN3C2=NS(CC3)(=O)=O)C=C1)F (9S)-9-[4-(4-chloro-2-fluorophenoxy)phenyl]-3,4,6,7,8,9-hexahydropyrido[2,1-c][1,2,4]thiadiazine 2,2-dioxide